(S)-2-((4-Methoxyphenyl)amino)-2-phenyl-1-(thiophen-2-yl)ethan-1-one COC1=CC=C(C=C1)N[C@H](C(=O)C=1SC=CC1)C1=CC=CC=C1